NC=1C=2N(C(=C(N1)C1=C(C#N)C=CC=C1)C1=NC=NC=C1)N=C(C2)C(=O)N2CCC2 (4-amino-2-(azetidine-1-carbonyl)-7-(pyrimidin-4-yl)pyrazolo[1,5-a]pyrazin-6-yl)benzonitrile